tert-butyl 5-(4-(4-ethoxy-4-oxobutyl)piperidin-1-yl)nicotinate C(C)OC(CCCC1CCN(CC1)C=1C=NC=C(C(=O)OC(C)(C)C)C1)=O